C1(CC1)N1[C@H]([C@@H](CC1)NS(=O)(=O)C1=CC=C(C=C1)OC(F)(F)F)C1=CC(=C(C=C1)F)F |r| rac-N-((2S,3R)-1-cyclopropyl-2-(3,4-difluorophenyl)pyrrolidin-3-yl)-4-(trifluoromethoxy)benzenesulfonamide